C1OCC12CN(C2)C2=NC=C(C=N2)COC2=CC=C(C=C2)C(C)(C)C2=CC=C(OC1CC(C1)NC(OC(C)(C)C)=O)C=C2 tert-butyl ((1s,3s)-3-(4-(2-(4-((2-(2-oxa-6-azaspiro[3.3]heptan-6-yl)pyrimidin-5-yl)methoxy)phenyl)propan-2-yl)phenoxy) cyclobutyl)carbamate